1-{2-[2-(benzyloxy)ethyl]-4-methoxybutyl}-5-bromo-4-methyl-1H-benzotriazole C(C1=CC=CC=C1)OCCC(CN1N=NC2=C1C=CC(=C2C)Br)CCOC